BrC1=NC=CC(=C1)C(C(C)(C)C)NS(=O)C(C)(C)C N-(1-(2-bromopyridin-4-yl)-2,2-dimethylpropyl)-2-methylpropane-2-sulfinamide